(1,4-bis[1-(t-butylperoxy)-1-methylethyl])Benzene C(C)(C)(C)OOC(C)(C)C1=CC=C(C=C1)C(C)(OOC(C)(C)C)C